CN1C[C@@H](CCC1)NC=1N=NC(=C2C1N=CC=C2)C2=C(C=C(C=C2)C(F)(F)F)O 2-(8-{[(3R)-1-methylpiperidin-3-yl]amino}pyridino[2,3-d]pyridazin-5-yl)-5-(trifluoromethyl)phenol